3-methoxy-6'-(((1S,3S)-3-((3-(4-methoxybenzyl)-3H-imidazo[4,5-b]pyridin-2-yl)amino)cyclopentyl)amino)-2H-[1,3'-bipyridin]-2-one COC=1C(N(C=CC1)C=1C=NC(=CC1)N[C@@H]1C[C@H](CC1)NC1=NC=2C(=NC=CC2)N1CC1=CC=C(C=C1)OC)=O